ethyl (3S,4R)-3-hydroxypiperidine-4-carboxylate O[C@@H]1CNCC[C@H]1C(=O)OCC